NC(C1=CC2=C(NC(=N2)[C@@H](NC(=O)C2=CC=NN2C)C2CCC(CC2)(F)F)C=C1)C1CC1 N-((1S)-(5-(Amino(cyclopropyl)methyl)-1H-benzo[d]imidazol-2-yl)(4,4-difluorocyclohexyl)methyl)-1-methyl-1H-pyrazole-5-carboxamide